CS(=O)(=O)CCNCC=1N(C=CC1)C=1C=C2C(=NC=NC2=CC1)N 6-(2-(((2-(methylsulfonyl)ethyl)amino)methyl)-1H-pyrrol-1-yl)quinazolin-4-amine